(5ar,6s,7s,8r,8as)-7-((dimethylamino)methyl)-5a-(4-(3-fluoroazetidin-1-yl)phenyl)-1,3-dimethoxy-6-phenyl-5a,6,7,8-tetrahydro-8aH-cyclopenta[4,5]furo[3,2-c]pyridine-8,8a-diol CN(C)C[C@@H]1[C@H]([C@]2([C@](C=3C(=NC(=CC3O2)OC)OC)([C@@H]1O)O)C1=CC=C(C=C1)N1CC(C1)F)C1=CC=CC=C1